3-(3-(cyanomethyl)-7-((4-(dimethylamino)cyclohexyl)amino)-1-oxidobenzo[b]thiophen-2-yl)prop-2-yn C(#N)CC=1C2=C(S(C1C#CC)=O)C(=CC=C2)NC2CCC(CC2)N(C)C